CN1N=C(C=C1C)NC1=NC=C(C(=N1)C1=CNC2=C(C=CC=C12)N1C(C2=CC=CC(=C2C1)C1=CCN(CC1)C(=O)OC(C)(C)C)=O)C tert-butyl 4-(2-(3-(2-((1,5-dimethyl-1H-pyrazol-3-yl)amino)-5-methylpyrimidin-4-yl)-1H-indol-7-yl)-1-oxoisoindolin-4-yl)-5,6-dihydropyridine-1(2H)-carboxylate